P(OCC1=CC(=CC=C1)CBr)(OC)OCC (3-(bromomethyl) benzyl) (methyl) ethyl phosphite